(2S,4r)-4-hydroxy-1-((S)-3-methyl-2-(1-oxoisoindolin-2-yl)butanoyl)pyrrolidine-2-carboxylic acid O[C@@H]1C[C@H](N(C1)C([C@H](C(C)C)N1C(C2=CC=CC=C2C1)=O)=O)C(=O)O